C(C)(C)(C)OC(=O)N(CCN(C(CCOCCNC(OCC1C2=CC=CC=C2C=2C=CC=CC12)=O)=O)CCN(C(OC(C)(C)C)=O)C)C Tert-butyl (11-(2-((tert-butoxycarbonyl)(methyl)amino)ethyl)-1-(9H-fluoren-9-yl)-3,10-dioxo-2,7-dioxa-4,11-diazatridecan-13-yl)(methyl)carbamate